ClC=1C(=NC=CC1C1=C(N=C(C=2N1N=CC2)N2CCC1(CC2)CC2=C(C=NC(=C2)OC)[C@H]1N)C)C (7S)-1'-[7-(3-chloro-2-methyl-4-pyridyl)-6-methyl-pyrazolo[1,5-a]pyrazin-4-yl]-3-methoxy-spiro[5,7-dihydrocyclopenta[c]pyridine-6,4'-piperidine]-7-amine